N-(2-((S)-2-(5-((S)-3-aminopyrrolidin-1-yl)-6-methylpyrazolo[1,5-a]pyrimidin-2-yl)piperidine-1-carbonyl)-4-chlorophenyl)methanesulfonamide N[C@@H]1CN(CC1)C1=NC=2N(C=C1C)N=C(C2)[C@H]2N(CCCC2)C(=O)C2=C(C=CC(=C2)Cl)NS(=O)(=O)C